2-iodo-N-(4-thiomorpholinocyclohexyl)-1-(2,2,2-trifluoroethyl)-1H-indol-4-amine IC=1N(C=2C=CC=C(C2C1)NC1CCC(CC1)N1CCSCC1)CC(F)(F)F